C1(CCCCC1)NC=1C2=C(N=C(N1)NC1=CC=C(C=3OCCOC31)C(=O)N3CCN(CC3)C3COC3)NC=C2C#N 4-(cyclohexylamino)-2-((8-(4-(oxetan-3-yl)piperazine-1-carbonyl)-2,3-dihydrobenzo[b][1,4]dioxin-5-yl)amino)-7H-pyrrolo[2,3-d]pyrimidine-5-carbonitrile